2-((benzyloxy)methyl)-2-((diphenylmethylene)amino)-4-fluorobutanenitrile C(C1=CC=CC=C1)OCC(C#N)(CCF)N=C(C1=CC=CC=C1)C1=CC=CC=C1